bis(4-hydroxyphenyl)cyclodecane ethyl-2-(2-amino-5-chlorothiazol-4-yl)-2,2-difluoroacetate C(C)OC(C(F)(F)C=1N=C(SC1Cl)N)=O.OC1=CC=C(C=C1)C1(CCCCCCCCC1)C1=CC=C(C=C1)O